ClC1=NC=CC(=N1)NC1=NNC(=C1)C1CC1 chloro-N-(5-cyclopropyl-1H-pyrazol-3-yl)pyrimidin-4-amine